FC([C@H]1CN(CC1)N1C(C(=CC=C1)NC(C1=C(C=C(C=C1)NS(=O)(=O)CCO)N1CC[Si](CC1)(C)C)=O)=O)F (R)-N-(1-(3-(difluoromethyl)pyrrolidin-1-yl)-2-oxo-1,2-dihydropyridin-3-yl)-2-(4,4-dimethyl-1,4-azasilinan-1-yl)-4-((2-hydroxyethyl)sulfonamido)benzamide